C[C@H]1CN(C[C@H](N1)C)C1=CC=C(N=N1)C1=C(C=C(C=N1)C1=CC(=NC=C1)OC)O 6-{6-[(3S,5R)-3,5-dimethylpiperazin-1-yl]pyridazin-3-yl}-2'-methoxy[3,4'-bipyridine]-5-ol